C(C=C)C1=CC(=C(OC(C(O)C2=CC(=C(C(=C2)OC)OC)OC)C)C(=C1)OC)OC 2-(4-allyl-2,6-dimethoxyphenoxy)-1-(3,4,5-trimethoxyphenyl)-1-propanol